COC1=C(C(=NC=C1C)CS(=O)C1=NC2=C(N1)C=CC(=C2)OC(CCC2CCCC2)=O)C 3-Cyclopentylpropionic acid 2-(((4-methoxy-3,5-dimethylpyridin-2-yl) methyl) sulfinyl)-1H-benzo[d]imidazol-5-yl ester